F[C@H]1C[C@H](N2N=C(N=C21)N)C2=CC=CC=C2 cis-7-fluoro-5-phenyl-6,7-dihydro-5H-pyrrolo[1,2-b][1,2,4]triazol-2-amine